3-[(6-bromo-2,2-dimethyl-3-oxo-pyrrolo[2,3-b]pyridin-1-yl)methyl]pyridine-2-carbonitrile BrC1=CC=C2C(=N1)N(C(C2=O)(C)C)CC=2C(=NC=CC2)C#N